(1-(8-((2,3-dichlorophenyl)thio)-[1,2,4]triazolo[4,3-c]pyrimidin-5-yl)pyrrolidin-3-yl)methanamine ClC1=C(C=CC=C1Cl)SC=1C=2N(C(=NC1)N1CC(CC1)CN)C=NN2